BrC=1C=C(C(=NC1)I)OCC1=CC(=CC(=C1)F)F 5-bromo-3-[(3,5-difluorophenyl)methoxy]-2-iodopyridine